ethyl-dipropyl-ethoxysilane C(C)[Si](OCC)(CCC)CCC